CC1C(C1)C1(NC(=NC(=N1)NC1=CC=NC=C1)C1=CC=CC=C1)N 2-(2-methylcyclopropyl)-6-phenyl-N4-(pyridin-4-yl)-1,3,5-triazine-2,4-diamine